CCCCCCCCCCCCCCCCCCOC[C@H](COP(=O)([O-])OCC[N+](C)(C)C)OC(=O)CCCCCCC/C=C\\CCCCCCCCCC The molecule is a phosphatidylcholine O-38:1 in which the alkyl and acyl groups at positions 1 and 2 are octadecyl and (9Z)-eicosenoyl respectively. It is a phosphatidylcholine O-38:1 and a 2-acyl-1-alkyl-sn-glycero-3-phosphocholine. It derives from a gadoleic acid.